3-(tert-butyl)-N-(2-chloro-4-(4,4,5,5-tetramethyl-1,3,2-dioxaborolan-2-yl)benzyl)-1,2,4-oxadiazole-5-carboxamide C(C)(C)(C)C1=NOC(=N1)C(=O)NCC1=C(C=C(C=C1)B1OC(C(O1)(C)C)(C)C)Cl